The molecule is an amino disaccharide consisting of alpha-L-rhamnose having an N-acetyl beta-D-glucosaminyl residue attached at the 3-position. It is an amino disaccharide and a glycosylrhamnose derivative. C[C@H]1[C@@H]([C@H]([C@H]([C@@H](O1)O)O)O[C@H]2[C@@H]([C@H]([C@@H]([C@H](O2)CO)O)O)NC(=O)C)O